FC1=CC(=C(C=C1)N1N=CC=C1C(=O)C1=NN(C(=C1)C#N)C)C=O 3-(1-(4-fluoro-2-formylphenyl)-1H-pyrazole-5-carbonyl)-1-methyl-1H-pyrazole-5-carbonitrile